CC(C)(CNC(CCOCCOCCOCCOCCNC(CCC)=O)=O)C 2,2-dimethyl-5,21-dioxo-8,11,14,17-tetraoxa-4,20-diazatetracosan